4-(6-((1-(4-(difluoromethyl)phenyl)-4-methyl-1H-1,2,3-triazol-5-yl)methoxy)-5-methoxypyridazin-3-yl)piperazin-2-one methyl-2-(2-bromophenyl)-2-hydroxypropionate COC(C(C)(O)C1=C(C=CC=C1)Br)=O.FC(C1=CC=C(C=C1)N1N=NC(=C1COC1=C(C=C(N=N1)N1CC(NCC1)=O)OC)C)F